Cl.Cl.C(C)(C)(C)[C@@H]1CC[C@H](CC1)C=1C=C(C=CC1O[C@@H]1CNCC1)C(=O)N1CCC(CC1)OC1=CC(=CC(=C1)N1CCNCC1)Cl trans-(S)-(3-(4-(tert-butyl)cyclohexyl)-4-(pyrrolidin-3-yloxy)phenyl)(4-(3-chloro-5-(piperazin-1-yl)phenoxy)piperidin-1-yl)methanone dihydrochloride